4-[4-[acetyl(isopropyl)amino]-3-chloro-phenyl]-N-(3-pyridylmethyl)benzamide C(C)(=O)N(C1=C(C=C(C=C1)C1=CC=C(C(=O)NCC=2C=NC=CC2)C=C1)Cl)C(C)C